S1C(=NC2=C1C=CC=C2)C(CC2=CC(=CC=C2)C(N)=NO)NS(=O)(=O)C=2C=C(C(=O)NCCCOC)C=CC2 3-[[1-(1,3-benzothiazol-2-yl)-2-[3-(N'-hydroxycarbamimidoyl)phenyl]ethyl]sulfamoyl]-N-(3-methoxypropyl)benzamide